[N+](=O)([O-])NC(=O)N nitro-urea